Di-tert-butylmalonic acid diheptyl ester C(CCCCCC)OC(C(C(=O)OCCCCCCC)(C(C)(C)C)C(C)(C)C)=O